[Si](C)(C)(C(C)(C)C)OCC=1C=CC(=NC1)C(=O)NC=1C(=C(C=CC1)C1=C(C(=NC=C1)C1=CC(=C(CN(C(OC(C)(C)C)=O)C[C@H]2NC(CC2)=O)C=C1)OC)Cl)C tert-butyl (S)-(4-(4-(3-(5-(((tert-butyldimethylsilyl)oxy)methyl)picolinamido)-2-methylphenyl)-3-chloropyridin-2-yl)-2-methoxybenzyl)((5-oxopyrrolidin-2-yl)methyl)carbamate